C1CCC(CC1)C(CCN2CCCC2)(C3=CC=CC=C3)O The molecule is a tertiary alcohol that consists of propan-1-ol substituted by a cyclohexyl and a phenyl group at position 1 and a pyrrolidin-1-yl group at position 3. It has a role as a muscarinic antagonist, an antiparkinson drug and an antidyskinesia agent. It is a tertiary alcohol and a member of pyrrolidines.